C(C1=CC=CC=C1)S(=O)(=O)[O-].C(CCC)[NH3+] n-butylammonium toluenesulfonate